1,5-bis(2-(2-(2-methoxyethoxy)ethoxy)ethoxy)-anthracene-9,10-dione COCCOCCOCCOC1=CC=CC=2C(C3=C(C=CC=C3C(C12)=O)OCCOCCOCCOC)=O